O1C=C(C=C1)C(=O)[O-] 3-furancarboxylate